N-(1H-indol-5-yl)-6-(p-tolyl)benzo[b]Thiophene-3-carboxamide N1C=CC2=CC(=CC=C12)NC(=O)C=1C2=C(SC1)C=C(C=C2)C2=CC=C(C=C2)C